[O-2].[O-2].[Pm+3] promethium dioxide